(difluoromethyl)-N4-(4-fluoro-5-(1-methyl-1H-pyrazol-4-yl)pyridin-2-yl)pyrimidine-4,6-diamine FC(F)C1=NC(=CC(=N1)NC1=NC=C(C(=C1)F)C=1C=NN(C1)C)N